C1(CCCC1)N1C(C=CC2=C1N=C(N=C2)NC2CCN(CC2)S(=O)(=O)C=2C=C(OC1CN(C1)CC=1C=C3C(N(C(C3=CC1)=O)C1C(NC(CC1)=O)=O)=O)C=CC2)=O 5-((3-(3-((4-((8-cyclopentyl-7-oxo-7,8-dihydropyrido[2,3-d]pyrimidin-2-yl)-amino)piperidin-1-yl)sulfonyl)phenoxy)azetidin-1-yl)methyl)-2-(2,6-dioxopiperidin-3-yl)-isoindoline-1,3-dione